5-chloro-6-fluoro-4-(8-fluoro-2-(((2R,7aS)-2-fluorotetrahydro-1H-pyrrolizin-7a(5H)-yl)methoxy)-4-(1,6-dioxa-9-azaspiro[3.6]decan-9-yl)pyrido[4,3-d]pyrimidin-7-yl)naphthalen-2-ol ClC1=C2C(=CC(=CC2=CC=C1F)O)C1=C(C=2N=C(N=C(C2C=N1)N1CCOCC2(CCO2)C1)OC[C@]12CCCN2C[C@@H](C1)F)F